2,7-diiodo-9,9-dioctyl-fluorene IC1=CC=2C(C3=CC(=CC=C3C2C=C1)I)(CCCCCCCC)CCCCCCCC